C(C1=CC=CC=C1)OC1=NC(=NC2=C(C(=C(C=C12)C(F)(F)F)C1=CC=C(C2=C1N=C(S2)NC(OC(C)(C)C)=O)F)F)OC[C@]21CCCN1C[C@@H](C2)F tert-butyl (4-(4-(benzyloxy)-8-fluoro-2-(((2R,7aS)-2-fluorotetrahydro-1H-pyrrolizin-7a(5H)-yl)methoxy)-6-(trifluoromethyl)quinazolin-7-yl)-7-fluoro benzo[d]thiazol-2-yl)carbamate